[3-[4-(3,5-diisopropylpyrazol-1-yl)phenyl]azetidin-1-yl]-[6-[3-(1-hydroxycyclopropyl)-1H-1,2,4-triazol-5-yl]-2-azaspiro[3.3]heptan-2-yl]methanone C(C)(C)C1=NN(C(=C1)C(C)C)C1=CC=C(C=C1)C1CN(C1)C(=O)N1CC2(C1)CC(C2)C2=NC(=NN2)C2(CC2)O